(2S,3R,4S)-3-[(dimethyl-sulfamoyl)amino]-4-fluoro-2-[(2-fluoro-3'-methyl-[1,1'-biphenyl]-3-yl)methyl]-N,N-dimethylpyrrolidine-1-carboxamide CN(S(=O)(=O)N[C@@H]1[C@@H](N(C[C@@H]1F)C(=O)N(C)C)CC=1C(=C(C=CC1)C1=CC(=CC=C1)C)F)C